1-(11Z,14Z-eicosadienoyl)-2-docosanoyl-glycero-3-phosphoserine CCCCCCCCCCCCCCCCCCCCCC(=O)O[C@H](COC(=O)CCCCCCCCC/C=C\C/C=C\CCCCC)COP(=O)(O)OC[C@@H](C(=O)O)N